(2S,4R)-2-formylamino-4-(thiophene-4-sulfonylamino)pyrrolidine-1-carboxylic acid tert-butyl ester C(C)(C)(C)OC(=O)N1[C@@H](C[C@H](C1)NS(=O)(=O)C=1C=CSC1)NC=O